FC1=C(CN2C(C=3C=CC=NC3C(=C2)C(=O)N[C@H]2[C@@H](CC2)O)=O)C=CC(=C1)C1=NN(C=C1)C 6-(2-fluoro-4-(1-methyl-1H-pyrazol-3-yl)benzyl)-N-((1R,2R)-2-hydroxycyclobutyl)-5-oxo-5,6-dihydro-1,6-naphthyridine-8-carboxamide